(2S)-2-(2-bromo-3-(2,6-difluoro-4-(methylcarbamoyl)phenyl)-3-oxopropyl)morpholine-4-carboxylic acid methyl ester COC(=O)N1C[C@@H](OCC1)CC(C(=O)C1=C(C=C(C=C1F)C(NC)=O)F)Br